N2-(2-ethoxy-4-(4-methyl-4H-1,2,4-triazol-3-yl)phenyl)-N8-((3-methyltetrahydrofuran-3-yl)methyl)pyrido[3,4-d]pyrimidine-2,8-diamine C(C)OC1=C(C=CC(=C1)C1=NN=CN1C)NC=1N=CC2=C(N1)C(=NC=C2)NCC2(COCC2)C